Cl.BrC=1N=C(OC1)C 4-bromo-2-methyl-1,3-oxazole hydrochloride